OC(=C(C(=O)[O-])C)CCC Hydroxy-propylmethacrylat